CN1CC2(CC1)CCN(CC2)C(=O)OC(C)(C)C Tert-Butyl 2-Methyl-2,8-Diazaspiro[4.5]Decane-8-Carboxylate